C1(CCCC1)NC1=NC(=NC=C1CC)C1=NC=CC=C1 Cyclopentyl-(5-ethyl-2-pyridin-2-yl-pyrimidin-4-yl)amine